diethyl-phosphonic acid amide C(C)N(P(O)=O)CC